(12aR)-9-bromo-10-fluoro-8-hydroxy-3,4,12,12a-tetrahydro-6H-pyrazino[2,1-c][1,4]benzooxazepine-2(1H)-carboxylic acid tert-butyl ester C(C)(C)(C)OC(=O)N1C[C@@H]2COC3=C(CN2CC1)C=C(C(=C3F)Br)O